(-)-(3ar,4s,7ar)-4-hydroxy-4-[2-(3-tolyl)ethynyl]perhydroindole-1-carboxylic acid methyl ester COC(=O)N1CC[C@H]2[C@@](CCC[C@@H]12)(C#CC=1C=C(C=CC1)C)O